BrCC1=CC(=NC=C1C(=O)OC)C1=CC=CC=C1 methyl 4-(bromomethyl)-6-phenylnicotinate